C(C)(=O)N1C(CCC(C1)(F)F)C1=NC=CC(=C1)C1=C(C=CC=C1)F 2-(1-acetyl-5,5-difluoropiperidin-2-yl)-4-(2-fluorophenyl)pyridin